1-(8Z,11Z,14Z-eicosatrienoyl)-2-nonadecanoyl-glycero-3-phosphocholine CCCCCCCCCCCCCCCCCCC(=O)O[C@H](COC(=O)CCCCCC/C=C\C/C=C\C/C=C\CCCCC)COP(=O)([O-])OCC[N+](C)(C)C